pyrrolo[3,4-d]-1,2,3-triazole N1=NN=C2C1=CN=C2